(S)-N-(((1R,3S,5S,7S)-adamantan-2-yl)methyl)-2-(3-(2-(2-(2-azidoethoxy)ethoxy)-ethoxy)propanamido)-3-methoxypropanamide C12C(C3CC(CC(C1)C3)C2)CNC([C@H](COC)NC(CCOCCOCCOCCN=[N+]=[N-])=O)=O